N-(6-(benzylthio)pyridin-3-yl)-5-(4-(trifluoromethyl)phenyl)oxazol-2-amine C(C1=CC=CC=C1)SC1=CC=C(C=N1)NC=1OC(=CN1)C1=CC=C(C=C1)C(F)(F)F